5-(2-chlorobenzyl)-3-(((2-fluoropyridin-3-yl)methyl)amino)-4H-benzo[e][1,2,4]thiadiazine 1,1-dioxide ClC1=C(CC2=CC=CC3=C2NC(=NS3(=O)=O)NCC=3C(=NC=CC3)F)C=CC=C1